COCCN1C(=[N+](C=C1)C)C(=O)[O-] 1-(2-methoxyethyl)-3-methylimidazolium-2-carboxylate